NCC1(CCN(CC1)C1=C(C(=CC=C1)OC1=CC=CC=C1)F)O 4-(aminomethyl)-1-(2-fluoro-3-phenoxyphenyl)piperidin-4-ol